ClC1=C(C=C(C=C1OC)OC)C=1C(=C(C(N(C1)C)=O)C)C1=C(C=C(C=C1)F)Cl 5-(2-chloro-3,5-dimethoxyphenyl)-4-(2-chloro-4-fluorophenyl)-1,3-dimethyl-2(1H)-pyridinone